N[C@@H](CC1=CC=CC(=N1)N(C)CCOC)C1=C(C=CC=C1)C1=NOC2=C1C=CC=C2 (S)-6-(2-Amino-2-[2-(benzo[d]isoxazol-3-yl)phenyl]ethyl)-N-(2-methoxyethyl)-N-methylpyridin-2-amine